BrC1=CC(=CC2=C1OCO2)C(=O)N(C)OC 7-bromo-N-methoxy-N-methylbenzo[d][1,3]dioxole-5-carboxylic acid amide